Cl.FC1=C(C=CC=C1)C=1N(C=C(C1)CNC)S(=O)(=O)C=1C=C(C=CC1)N(S(=O)(=O)C)CCCOC N-(3-{[2-(2-fluorophenyl)-4-[(methylamino)methyl]-1H-pyrrol-1-yl]sulfonyl}phenyl)-N-(3-methoxypropyl)methanesulfonamide hydrochloride